C(C)(C)(C)P(C1=C(C=CC=C1)N1N=C(C=C1C1=CC=CC=C1)C1=CC=CC=C1)C(C)(C)C 1-[2-[Bis(tert-butyl)phosphino]phenyl]-3,5-diphenyl-1H-pyrazole